(S)-2-((tert-butoxycarbonyl)amino)-3-(2-fluoro-3-methylphenyl)-propanoic acid C(C)(C)(C)OC(=O)N[C@H](C(=O)O)CC1=C(C(=CC=C1)C)F